1-(2,6,6-trimethyl-1-cyclohexen-1-yl)-2-buten-1-one CC1=C(C(CCC1)(C)C)C(C=CC)=O